N1CCC(CC1)OC=1C=CC(=C2CCCC12)N1CCNCC1 1-(7-(piperidin-4-yloxy)-2,3-dihydro-1H-inden-4-yl)piperazine